7-chloro-4-(pyrazol-1-yl)-1H-indazole ClC=1C=CC(=C2C=NNC12)N1N=CC=C1